C(C)(C)(C)C=1OC2=C(N1)C=C(C=C2)C(C)(C)C 2,5-di-tert-butylbenzo[d]oxazole